1-(6,7-dihydro-5H-benzo[6,7]cyclohepta[1,2-c]pyridazin-3-yl)-N3-(4-(4-(cyclopentyl)piperazin-1-ylcarbonyl)phenyl)-1H-1,2,4-triazole-3,5-diamine N1=NC(=CC2=C1C1=C(CCC2)C=CC=C1)N1N=C(N=C1N)NC1=CC=C(C=C1)C(=O)N1CCN(CC1)C1CCCC1